COC1=C(C(=O)OCC=C)C=CC=C1 Allyl 2-methoxybenzoate